tert-butyl (S)-2-((tert-butoxycarbonyl)amino)-4-iodobutanoate C(C)(C)(C)OC(=O)N[C@H](C(=O)OC(C)(C)C)CCI